N-(2-aminoethyl)-N'-methyl-piperazine NCCN1CCN(CC1)C